C(C)(C)(C)OC(=O)[C@@H]1N(CC=2N(C1)N=CC2)CC2=CC=CC=C2 (6R)-5-benzyl-6,7-dihydro-4H-pyrazolo[1,5-a]pyrazine-6-carboxylic acid tert-butyl ester